N-(5-chloro-6-(2H-1,2,3-triazol-2-yl)pyridin-3-yl)-1-(1-(3-fluorophenyl)ethyl)-5-(trifluoromethyl)-1H-pyrazole-4-carboxamide ClC=1C=C(C=NC1N1N=CC=N1)NC(=O)C=1C=NN(C1C(F)(F)F)C(C)C1=CC(=CC=C1)F